ethyl 2-(6-(benzyloxy) pyridin-2-yl)-2-oxoacetate C(C1=CC=CC=C1)OC1=CC=CC(=N1)C(C(=O)OCC)=O